FC=1C=C(CNC2=NC=CC=N2)C=C(C1)F N-(3,5-difluorobenzyl)pyrimidin-2-amine